(2S,4R)-4-[(3-methoxyphenyl)methoxy]pyrrolidine-2-carboxylic acid COC=1C=C(C=CC1)CO[C@@H]1C[C@H](NC1)C(=O)O